S1C=NC=C1NC(=O)[C@H]1CC12CCN(CC2)C(=O)[O-] (S)-1-(thiazol-5-ylcarbamoyl)-6-azaspiro[2.5]octane-6-carboxylate